COC1=C(C=C(C=C1)C=1C=C2C(=NC1)NC(N2CC(=O)N)=O)C 2-[6-(4-methoxy-3-methyl-phenyl)-2-oxo-3H-imidazo[4,5-b]pyridin-1-yl]acetamide